2,2-bis-(4-carboxyphenyl)-propane C(=O)(O)C1=CC=C(C=C1)C(C)(C)C1=CC=C(C=C1)C(=O)O